CNC=1N=C(C(=NC1C=1C2=C(C=NC1)N(C=N2)C)C(=O)O)NC2=NC=CC=C2C=2C=NC(=CC2)CN2CCOCC2 5-(methylamino)-6-(3-methylimidazo[4,5-c]pyridin-7-yl)-3-[[6-(morpholinomethyl)-3-pyridyl-pyridyl]amino]pyrazine-2-carboxylic acid